FC1(CN(C1)C1=CC=C2C3(CC=4C(=NOC4C2=C1)NS(=O)(=O)C1=C(C=CC=C1)OC)CC3)F N-(8'-(3,3-difluoroazetidin-1-yl)-4'H-spiro[cyclopropane-1,5'-naphtho[2,1-d]isoxazol]-3'-yl)-2-methoxybenzenesulfonamide